yttrium oxide chloride [Cl-].[O-2].[Y+3]